ClC1=C(C=2N=C(N=C(C2C(=N1)C#C[Si](C(C)C)(C(C)C)C(C)C)O)SC)F 7-chloro-8-fluoro-2-(methylthio)-5-((triisopropyl)silylethynyl)pyrido[4,3-d]pyrimidin-4-ol